5-methyl-5-propyl-1,3-dioxane-2-one CC1(COC(OC1)=O)CCC